CN1CC(C1)(C)C(O)(C=1C=NC=C(C1)OCCC1=NC=CC=C1)C1=CC=C(C=C1)C(C)C (1,3-Dimethyl-azetidin-3-yl)-(4-isopropyl-phenyl)-[5-(2-pyridin-2-yl-ethoxy)-pyridin-3-yl]-methanol